ethoxy(4-([[3-(methylcarbamoyl)-1H-pyrazolo[4,3-d]pyrimidin-7-yl]amino]methyl)-phenyl)phosphinic acid C(C)OP(O)(=O)C1=CC=C(C=C1)CNC=1C2=C(N=CN1)C(=NN2)C(NC)=O